Methylhydrazine hydrochloride Cl.CNN